FC=1C=2N(C=C(C1)NC(=O)C1=CC=C(C3=C1N=C(N3)C)N3C[C@H](N([C@H](C3)C)C(=O)OC(C)(C)C)C)C=C(N2)C tert-butyl (2R,6S)-4-[7-((8-fluoro-2-methylimidazo[1,2-a]pyridin-6-yl)carbamoyl)-2-methyl-3H-1,3-benzodiazol-4-yl]-2,6-dimethylpiperazine-1-carboxylate